C(C)N(CC)[Si](O[Si](C)(C)N(CC)CC)(C)C bis(diethylamino)-1,1,3,3-tetramethyldisiloxane